3-(2,2-difluoroethoxy)-N-[1-[3-[5-(difluoromethoxy)pyrimidin-2-yl]pyrazin-2-yl]ethyl]-5-(trifluoromethyl)benzamide FC(COC=1C=C(C(=O)NC(C)C2=NC=CN=C2C2=NC=C(C=N2)OC(F)F)C=C(C1)C(F)(F)F)F